4-(5-(2-Fluoro-4-methoxy-3-propoxyphenyl)pyridin-3-yl)-1,2-oxaborolan-2-ol FC1=C(C=CC(=C1OCCC)OC)C=1C=C(C=NC1)C1CB(OC1)O